[Cl-].C[NH+](CCC[SiH](OC)OC)CCCCCCCCCCCCCC methyl-tetradecyl-[3-(dimethoxysilyl)propyl]ammonium chloride